7-((5-bromo-6-methylpyridin-2-yl)amino)-5-azaspiro[2.4]heptane-5-carboxylic acid benzyl ester C(C1=CC=CC=C1)OC(=O)N1CC2(CC2)C(C1)NC1=NC(=C(C=C1)Br)C